CN(S(=O)(=O)C)C1=C(C=CC=C1)NC1=CC=NC=C1C(F)(F)F 4-((2-(N-methylmethylsulfonamido)phenyl)amino)-5-(trifluoromethyl)pyridine